ClC1=CC=C(C=C1)OC(C(=O)C1=C(C=CC=C1)N(C1=CC=CC=C1)C)=S [2-(methyl-phenyl-amino)-phenyl]-oxo-thioacetic acid-(4-chlorophenyl) ester